(6-fluoro-2,3-dihydrobenzofuran-7-yl)methanol FC1=C(C2=C(CCO2)C=C1)CO